OC1=C(OC(=CC1=O)CO)\C=C\C1=CC=CC=C1 (E)-3-hydroxy-6-(hydroxymethyl)-2-styryl-4H-pyran-4-one